Cyclohex-1-en-1-yl-(mesityl)iodonium C1(=CCCCC1)[I+]C1=C(C=C(C=C1C)C)C